C(CCCCCCC)C1C(C1)CCCCCCCC(CCC1CCNCC1)CCCCCCCCC 4-(3-(7-(2-octylcyclopropyl)heptyl)dodecyl)piperidin